C1(CC1)C=1N2C(SC1)=NC(=C2)C(=O)N[C@@H]2C(N(C1=C(OC2)C=CC(=C1)C#CC(C)(C)O)C)=O (S)-3-cyclopropyl-N-(7-(3-hydroxy-3-methylbut-1-yn-1-yl)-5-methyl-4-oxo-2,3,4,5-Tetrahydrobenzo[b][1,4]oxazepine-3-yl)imidazo[2,1-b]thiazole-6-carboxamide